(9H-fluoren-9-yl)methyl (S)-(5-amino-6-((2-(1-(4-((6-amino-2-butoxy-8-oxo-7,8-dihydro-9H-purin-9-yl)methyl)benzyl)piperidin-4-yl)ethyl)amino)-6-oxohexyl)carbamate N[C@@H](CCCCNC(OCC1C2=CC=CC=C2C=2C=CC=CC12)=O)C(=O)NCCC1CCN(CC1)CC1=CC=C(C=C1)CN1C2=NC(=NC(=C2NC1=O)N)OCCCC